ClC=1N=CC2=C(N1)N(C(=C2)C(OCC)OCC)CC=2C(=NC=CN2)N(S(=O)(=O)C)C N-(3-((2-chloro-6-(diethoxymethyl)-7H-pyrrolo[2,3-d]Pyrimidin-7-yl)methyl)pyrazin-2-yl)-N-methylmethanesulfonamide